C(=O)(O)C1=C(C=CC=C1)C=1C2=CC=C(C=C2C=C2C(CCCC12)=CC1=CC=C(C=C1)SC)N(CC)CC 9-(2-carboxyphenyl)-6-(diethylamino)-4-(4-methylthio-benzylidene)-1,2,3,4-tetrahydro-anthracene